(S)-8-chloro-6-(((1-cyclopropyl-1H-1,2,3-triazol-4-yl)(pyrazolo[1,5-a]pyridin-4-yl)methyl)amino)-4-(neopentylamino)quinoline-3-carbonitrile ClC=1C=C(C=C2C(=C(C=NC12)C#N)NCC(C)(C)C)N[C@@H](C=1C=2N(C=CC1)N=CC2)C=2N=NN(C2)C2CC2